2-(α-hydroxypentyl)benzoic acid OC(CCCC)C1=C(C(=O)O)C=CC=C1